C(C)(C)(C)OC(=O)NC1(CCN(CC1)C=1N=CC=NC1)C 5-(4-((tert-butoxycarbonyl)amino)-4-methylpiperidin-1-yl)pyrazine